C(C)(C)NC(C1=CC(=CC=C1)[C@@H](C)N1C=NC2=CC(=CC=C2C1=O)C=1C=NNC1C(F)(F)F)=O (R)-N-isopropyl-3-(1-(4-oxo-7-(5-(trifluoromethyl)-1H-pyrazol-4-yl)quinazolin-3(4H)-yl)ethyl)benzamide